(11b,16a)-9-fluoro-11,17,21-trihydroxy-16-methylpregna-1,4-diene F[C@@]12[C@]3(C=CCC=C3CC[C@H]1[C@@H]1C[C@H]([C@](CCO)([C@]1(C[C@@H]2O)C)O)C)C